6-(4-((5-methylfuran-2-yl)sulfonyl)piperazin-1-yl)isonicotinic Acid CC1=CC=C(O1)S(=O)(=O)N1CCN(CC1)C=1N=CC=C(C(=O)O)C1